tert-butyl N-ethyl-N-[5-fluoro-3-methyl-2-oxo-3-[(3R)-3-(benzyloxycarbonylamino)-1-piperidyl]indolin-7-yl]carbamate C(C)N(C(OC(C)(C)C)=O)C=1C=C(C=C2C(C(NC12)=O)(N1C[C@@H](CCC1)NC(=O)OCC1=CC=CC=C1)C)F